C1=CCN2[BH2-]N3C(C=C21)=CC=C3 dipyrrolo[1,2-c:2',1'-f][1,3,2]diazaborinin-5-uide